FC1=C(C=CC(=C1)F)S(=O)(=O)NC=1C=C(C=NC1C)C1=CC(=NC=C1C)NC(=O)C1CC1 N-[5-[[(2,4-difluorophenyl)sulfonyl]amino]-5',6-dimethyl[3,4'-bipyridin]-2'-yl]cyclopropanecarboxamide